Allyl (2S)-4-[(7S,8R)-4'-chloro-2-[[(2S)-1-cyclobutylpyrrolidin-2-yl]methoxy]-8-fluoro-spiro[6,8-dihydro-5H-quinazoline-7,1'-indane]-4-yl]-2-(cyanomethyl)piperazine-1-carboxylate ClC1=C2CC[C@]3(C2=CC=C1)CCC=1C(=NC(=NC1[C@@H]3F)OC[C@H]3N(CCC3)C3CCC3)N3C[C@@H](N(CC3)C(=O)OCC=C)CC#N